(R)-8-cyclopentyl-2-{{1-{2-[(3S,5R)-3,5-dimethylpiperazin-1-yl]acetyl}-5-methoxyindol-6-yl}amino}-7-ethyl-5-methyl-7,8-dihydropterin C1(CCCC1)N1C(CN(C=2C(N[C@](NC12)(N)NC1=C(C=C2C=CN(C2=C1)C(CN1C[C@@H](N[C@@H](C1)C)C)=O)OC)=O)C)CC